NC(CC[C@@H]1N(C[C@@H](NC[C@@H](N(C[C@@H](N(C1)CC(=O)O)CCC(N)=O)CC(=O)O)CCC(N)=O)CCC(N)=O)CC(=O)O)=O 2,2',2''-((2S,5S,8S,11S)-2,5,8,11-tetrakis(3-amino-3-oxopropyl)-1,4,7,10-tetraazacyclododecane-1,4,7-triyl)triacetic acid